ethyl[(oxiran-2-yl)methyl][3-(trimethoxysilyl)propyl]amine C(C)N(CCC[Si](OC)(OC)OC)CC1OC1